FC=1C=CN2C1C(NC1=C(C(=CC=C21)CN2CC(C(=CC2)C=2C=NC(=CC2)C(=O)NC)F)F)=O 1'-((3,6-difluoro-4-oxo-4,5-dihydropyrrolo[1,2-a]quinoxalin-7-yl)methyl)-3'-fluoro-N-methyl-1',2',3',6'-tetrahydro-[3,4'-bipyridine]-6-carboxamide